N1=C2N=C3N=C(NC3=C1N)C=C2 etheno-adenine